BrCC1=C(C=CC(=C1CBr)F)F 2,3-bis(bromomethyl)-1,4-difluoro-benzene